N-(3-cyclopropyl-1H-pyrazol-5-yl)-2-(1-(3-(methoxymethyl)phenyl)-1H-pyrazol-4-yl)propanamide dimethyl-2-pentene-1,5-dioate COC(C=CCC(=O)OC)=O.C1(CC1)C1=NNC(=C1)NC(C(C)C=1C=NN(C1)C1=CC(=CC=C1)COC)=O